2-((3-(4-((5-(dimethylamino)pyridin-2-yl)oxy)phenyl)-1,2,4-oxadiazol-5-yl)methyl)acrylic acid CN(C=1C=CC(=NC1)OC1=CC=C(C=C1)C1=NOC(=N1)CC(C(=O)O)=C)C